(3S)-3-[4-phenyl-1-(2-trimethylsilylethoxymethyl)imidazol-2-yl]-2,3-dihydro-1,4-benzodioxin-6-ol C1(=CC=CC=C1)C=1N=C(N(C1)COCC[Si](C)(C)C)[C@@H]1OC2=C(OC1)C=CC(=C2)O